1,2,3,5,6-pentathiazepane S1SSNSSC1